NC1=C2C(=NC=N1)N(N=C2C=2NC1=CC(=CC=C1C2)NC(=O)NC)C(C)(C)C (2-(4-amino-1-(tert-butyl)-1H-pyrazolo[3,4-d]pyrimidin-3-yl)-1H-indol-6-yl)-3-methylurea